C[C@]1(NOCC1)C1=CC=CC=C1 (R)-3-methyl-3-phenylisoxazolidine